6'-(1-(1-acetylpyrrolidin-3-yl)-1H-pyrazol-4-yl)-2'-(2,6-difluoro-3,5-dimethoxyphenyl)-1'H-spiro[cyclopropane-1,4'-[2,7]naphthyridine]-3'(2'H)-one C(C)(=O)N1CC(CC1)N1N=CC(=C1)C=1C=C2C3(C(N(CC2=CN1)C1=C(C(=CC(=C1F)OC)OC)F)=O)CC3